CS(=O)(=O)OC1CCN(CC1)C(=O)OCC1=CC=CC=C1 benzyl 4-((methanesulfonyl) oxy)-piperidine-1-carboxylate